C(CC1=CC=CC=C1)OC(C)OCCCC Acetaldehyde butyl phenethyl acetal